octenenitrile C(C=CCCCCC)#N